tert-butyl (3R*,4R*)-4-({[3,5-bis(trifluoromethyl)phenyl]carbamoyl}amino)-3-[4-(trifluoromethyl)phenyl]piperidine-1-carboxylate FC(C=1C=C(C=C(C1)C(F)(F)F)NC(=O)N[C@H]1[C@@H](CN(CC1)C(=O)OC(C)(C)C)C1=CC=C(C=C1)C(F)(F)F)(F)F |o1:16,17|